4,6-Bis(alpha-methyl-4-hydroxybenzyl)pyrogallol CC(C1=CC=C(C=C1)O)C1=C(C(=C(O)C(=C1)C(C1=CC=C(C=C1)O)C)O)O